OC1=C2C(C=C(OC2=CC(=C1OC)O)C1=CC(=C(C=C1)OC)OC)=O 5,7-dihydroxy-6,3',4'-trimethoxyflavone